BrC=1N(C(=C2CCC(C(C12)=O)Br)C1=CC=CC=C1)CC1=CC=C(C=C1)OC 3,5-Dibromo-2-(4-methoxybenzyl)-1-phenyl-2,5,6,7-tetrahydro-4H-isoindol-4-one